FC(C1=CC=C(C=C1)CCOC(NC1=CC=C(C=C1)[C@@H]1CNCC1)=O)(F)F |r| (RS)-(4-Pyrrolidin-3-yl-phenyl)-carbamic acid 2-(4-trifluoromethyl-phenyl)-ethyl ester